1-(2-amino-4,5-dimethoxyphenyl)ethanone tert-butyl-4-aminopiperidine-1-carboxylate C(C)(C)(C)OC(=O)N1CCC(CC1)N.NC1=C(C=C(C(=C1)OC)OC)C(C)=O